OC[C@@H]1N(CCCC1)C(CC#N)=O (R)-3-(2-(hydroxymethyl)piperidin-1-yl)-3-oxopropanenitrile